ClC1=C(C=C(C=C1F)C=1N=NN(C1)[C@H]1C[C@@H](O[C@@H]([C@@H]1OC)C[C@H]1CC(=NO1)C1CCNCC1)CO)F |&1:22| (2R,3R,4S,5R,6R)-4-(4-(4-chloro-3,5-difluorophenyl)-1H-1,2,3-triazol-1-yl)-2-(hydroxymethyl)-5-methoxy-6-(((RS)-3-(piperidin-4-yl)-4,5-dihydroisoxazol-5-yl)methyl)tetrahydro-2H-pyran